4-chloro-N-(4-(3-((2-morpholinoethyl)amino)prop-1-yn-1-yl)-3-(trifluoromethyl)phenyl)benzamide ClC1=CC=C(C(=O)NC2=CC(=C(C=C2)C#CCNCCN2CCOCC2)C(F)(F)F)C=C1